N1C(NC(C12COCCNC2)=O)=O 7-oxa-1,3,10-triazaspiro[4.6]undecane-2,4-dione